ClC=1C=C(CNCCCCOCCNC2=NC3=C(C4=CN=CC=C24)C=CC(=C3)C(=O)O)C=CC1C1CC1 5-((2-(4-((3-chloro-4-cyclopropylbenzyl)amino)butoxy)ethyl)amino)benzo[c][2,6]naphthyridine-8-carboxylic acid